N12OCC(CC1)C2 2-oxa-azabicyclo[2.2.1]heptane